NC1=CC=C(C=C1)N(C1=CC=C(C=C1)N(C1=CC=C(C=C1)N)C1=CC=C(C=C1)N)C1=CC=C(C=C1)N N,N,N',N'-tetrakis(4-aminophenyl)-1,4-phenylenediamine